FC(C(=O)O)(F)F.NC=1NC(=NN1)N1CCC(CC1)N1C[C@@H](OC[C@@H]1CC1=CC=C(C=C1)Cl)[C@H](C(F)(F)F)O (R)-1-((2R,5S)-4-(1-(5-amino-4H-1,2,4-triazol-3-yl)piperidin-4-yl)-5-(4-chlorobenzyl)morpholin-2-yl)-2,2,2-trifluoroethanol 2,2,2-trifluoroacetate